ClC=1N(N=C2C1N=NN(C2=O)C2[C@H](COCC2)C)CC2=C(C=CC=C2)F 7-chloro-6-(2-fluorobenzyl)-3-((3R)-3-methyltetrahydro-2H-pyran-4-yl)-3,6-dihydro-4H-pyrazolo[4,3-d][1,2,3]triazin-4-one